IC1=CN(C=2N=C(N(C(C21)=O)C)N2CC1COCC(C2)N1C(=O)OC(C)(C)C)COCC[Si](C)(C)C tert-Butyl 7-(5-iodo-3-methyl-4-oxo-7-((2-(trimethylsilyl)ethoxy) methyl)-4,7-dihydro-3H-pyrrolo[2,3-d]pyrimidin-2-yl)-3-oxa-7,9-diazabicyclo[3.3.1]nonane-9-carboxylate